N-{[4-(methoxymethyl)cyclopent-1-en-1-yl]methylidene}hydroxylamine COCC1CC=C(C1)C=NO